COC1=CC(=C2C3(C(N(C2=C1)C1CCOCC1)=O)CC3)CC(=O)OC Methyl 2-(6'-methoxy-2'-oxo-1'-(tetrahydro-2H-pyran-4-yl)spiro[cyclopropane-1,3'-indolin]-4'-yl)acetate